(R)-4-amino-7-fluoro-N-(1-(pyrimidin-2-yl)ethyl)-N-((5-(trifluoromethyl)pyridin-2-yl)methyl)imidazo[1,5-a]quinoxaline-8-formamide NC=1C=2N(C3=CC(=C(C=C3N1)F)C(=O)N(CC1=NC=C(C=C1)C(F)(F)F)[C@H](C)C1=NC=CC=N1)C=NC2